FC(N1N=C(C=C1)C=1C(=CC(=NC1)NC1=NC(=NC=C1)C1=CN(C=C1)S(=O)(=O)C)NC1CCC(CC1)(O)C)F (1s,4s)-4-((5-(1-(Difluoromethyl)-1H-pyrazol-3-yl)-2-((2-(1-(methylsulfonyl)-1H-pyrrol-3-yl)pyrimidin-4-yl)amino)pyridin-4-yl)amino)-1-methylcyclohexan-1-ol